C(#N)C1=CC=C2C=CC(=C3C4=CC=CC5=CC=CC(C1=C23)=C45)C#N 1,6-dicyano-perylene